tert-butyl 3-{[5-(methylsulfanyl)-1,3,4-thiadiazol-2-yl]carbamoyl}-5H,6H,8H-[1,2,4]triazolo[4,3-a]pyrazine-7-carboxylate CSC1=NN=C(S1)NC(=O)C1=NN=C2N1CCN(C2)C(=O)OC(C)(C)C